3-amino-1-(4-fluorophenyl)-2-methylpropan-1,2-diol NCC(C(O)C1=CC=C(C=C1)F)(O)C